C1(CCCCC1)COC([C@@H](NC(=O)OC(C)(C)C)C)=O (tert-Butoxycarbonyl)-L-alanine cyclohexylmethyl ester